1,10-decaanediol C(CCCCCCCCCO)O